(S)-2-aminopropanol N[C@H](CO)C